C(C)(C)N(C(=O)C1=C(OC2=C(N=CN=N2)N2C[C@@H](CC2)CN2CCC3(CC2)CCC(CC3)NC(=O)C=3OC=CN3)C=CC(=C1)F)C(C)C (S)-N-(3-((1-(6-(2-(diisopropylcarbamoyl)-4-fluorophenoxy)-1,2,4-triazine-5-yl)pyrrolidin-3-yl)methyl)-3-azaspiro[5.5]undecane-9-yl)oxazole-2-carboxamide